C12(CC(C1)C2)N2C[C@@H](N(S(C1=C2C=C(C(=C1)O\C=C(\C(=O)O)/F)SC)(=O)=O)C)COCC (R,Z)-3-((5-(bicyclo[1.1.1]pentan-1-yl)-3-(ethoxymethyl)-2-methyl-7-(methylthio)-1,1-dioxido-2,3,4,5-tetrahydrobenzo[f][1,2,5]thiadiazepin-8-yl)oxy)-2-fluoroacrylic acid